2-vinyloxy-1,1'-biphenyl C(=C)OC1=C(C=CC=C1)C1=CC=CC=C1